tert-butyl 5-[6-fluoro-5-[[4-methyl-6-(methylamino) pyrimidin-2-yl] amino]-2,3-dihydrobenzofuran-7-yl]-2-(hydroxymethyl)-2,3,4,7-tetrahydroazepine-1-carboxylate FC1=C(C2=C(CCO2)C=C1NC1=NC(=CC(=N1)C)NC)C=1CCC(N(CC1)C(=O)OC(C)(C)C)CO